COC1=CC=C(C=C1)NC(=O)NC=1SC2=C(N1)C=C(C=C2)C=2C=C1C(N(C=NC1=CC2)CCN2CCOCC2)=O 1-(4-methoxyphenyl)-3-(5-(3-(2-morpholinoethyl)-4-oxo-3,4-dihydro-quinazolin-6-yl)benzo[d]thiazol-2-yl)urea